N-(5-(4-methyl-6-propionylpyridin-3-yl)imidazo[1,2-a]thiazolo[4,5-e]pyridin-2-yl)cyclopropanecarboxamide CC1=C(C=NC(=C1)C(CC)=O)C=1C=2N(C3=C(C1)N=C(S3)NC(=O)C3CC3)C=CN2